2-ethylhex-2-enal C(C)C(C=O)=CCCC